C(C)OC(C(=CN(C)C)NC=C1C(CCCC1=O)=O)=O ethyl-3-(dimethylamino)-2-{[(2,6-dioxocyclohexylidene)methyl]amino}prop-2-enoate